C1C[C@H]2C(=O)N[C@@H](CSSCCC(=O)N[C@H](C(=O)NCC(=O)N[C@H](C(=O)N[C@H](C(=O)N2C1)CC3=CNC4=CC=CC=C43)CC(=O)O)CCCCN=C(N)N)C(=O)N The molecule is a synthetic homodetic cyclic peptide comprising N(alpha)-(3-sulfanylpropanoyl)homoarginyl, glycyl, aspartyl, tryptophyl, prolyl and cysteinamide residues connected in sequence and cyclised via a disulfide bond. Derived from a protein found in the venom of the southeastern pygmy rattlesnake, Sistrurus miliarus barbouri, eptifibatide is an anti-coagulant that inhibits platelet aggregation by selectively blocking the platelet glycoprotein IIb/IIIa receptor, so preventing the binding of fibrinogen, von Willebrand factor, and other adhesive ligands. It is used in the management of unstable angina and in patients undergoing coronary angioplasty and stenting procedures. It has a role as a platelet aggregation inhibitor and an anticoagulant. It is an organic disulfide, a macrocycle and a homodetic cyclic peptide.